COC1=NC2=C(C=CC=C2C=C1)C(C)=O 1-(2-methoxy-8-quinolinyl)ethanone